The molecule is a trihydroxyflavanone that is (2S)-flavanone substituted by hydroxy groups at positions 3, 5 and 7 and a prenyl group at position 8 respectively. It has a role as a plant metabolite. It is a trihydroxyflavanone, a member of dihydroflavonols and a secondary alpha-hydroxy ketone. It derives from a (2S)-flavanone. CC(=CCC1=C2C(=C(C=C1O)O)C(=O)[C@@H]([C@H](O2)C3=CC=CC=C3)O)C